3-chloro-N-(1-(5-(3-Cyano-6-(3-(2-hydroxypropan-2-yl)azetidin-1-yl)pyrazolo[1,5-a]pyridin-4-yl)pyridin-2-yl)-4-Methylpiperidin-4-yl)picolinamide ClC=1C(=NC=CC1)C(=O)NC1(CCN(CC1)C1=NC=C(C=C1)C=1C=2N(C=C(C1)N1CC(C1)C(C)(C)O)N=CC2C#N)C